(S)-N'-((2,2-dimethyl-1,2,3,5,6,7-hexahydro-dicyclopenta[b,e]pyridin-8-yl)carbamoyl)-2-(2-hydroxypropan-2-yl)thiazole-5-sulfonimidamide CC1(CC=2C(=NC3=C(C2NC(=O)N=[S@@](=O)(N)C2=CN=C(S2)C(C)(C)O)CCC3)C1)C